1-(3-chloro-5'-fluoro-3'-(2-(4-(3-fluoropropyl)piperazin-1-yl)pyridin-4-yl)-2'-hydroxy-[1,1'-biphenyl]-4-yl)-3-methyl-1H-imidazol-2(3H)-one ClC=1C=C(C=CC1N1C(N(C=C1)C)=O)C1=C(C(=CC(=C1)F)C1=CC(=NC=C1)N1CCN(CC1)CCCF)O